CN1C=C2C(NC3=NC4=CC=CC=C4N3C3CCCCN(CCOC=4N(N=CC4C(C1=O)=C2)C)C3)=O 15,21-dimethyl-23-oxa-2,9,11,15,20,21,26-heptaazahexacyclo[24.4.1.1^{13,17}.0^{2,10}.0^{3,8}.0^{18,22}]dotriaconta-3,5,7,9,13,17(32),18(22),19-octaene-12,16-dione